N,N-bis-(2-hydroxyethyl)aminomethanephosphonic acid diethyl ester C(C)OP(OCC)(=O)CN(CCO)CCO